3-(3-ethyl-4-oxo-spiro[6,8-dihydro-5H-pyrazolo[4,3-c]azepine-7,4'-tetrahydropyran]-1-yl)propyl thia-diazole-4-carboxylate S1N=NC(=C1)C(=O)OCCCN1N=C(C=2C(NCC3(CCOCC3)CC21)=O)CC